N[C@H]1C(=CC2=CC=CC=C12)O (1R,2R)-1-amino-2-indenol